tert-butyl N-[5-(6-chloro-1-[[2-(trimethylsilyl)ethoxy]methyl]pyrrolo[2,3-b]pyridin-3-yl)-4-methoxypyridin-2-yl]-N-methylcarbamate ClC1=CC=C2C(=N1)N(C=C2C=2C(=CC(=NC2)N(C(OC(C)(C)C)=O)C)OC)COCC[Si](C)(C)C